SC(=O)OCC ethyl mercaptoformate